(1S,2S)-N-[3-(2-cyclopropoxypyridin-3-yl)-1-[[2-(trimethylsilyl)ethoxy]methyl]pyrrolo[2,3-b]pyridin-6-yl]-2-fluorocyclopropane-1-carboxamide C1(CC1)OC1=NC=CC=C1C1=CN(C2=NC(=CC=C21)NC(=O)[C@H]2[C@H](C2)F)COCC[Si](C)(C)C